3,6,9-trioxadecanoic acid C(COCCOCCOC)(=O)O